aminosulfinic acid NS(=O)O